CC1=NOC(=C1COC1=C(C(=O)NC2=C(C=CC(=C2)[N+](=O)[O-])CO)C=CC=C1)C 2-((3,5-Dimethylisoxazol-4-yl)methoxy)-N-(2-(hydroxymethyl)-5-nitrophenyl)benzamide